8-Fluoro-3-(2,2,3,3,3-pentafluoropropyl)-2-thioxo-2,3-dihydroquinazolin-4(1H)-one FC=1C=CC=C2C(N(C(NC12)=S)CC(C(F)(F)F)(F)F)=O